1-(3-(3-chloro-5-(4,4,5,5-tetramethyl-1,3,2-dioxaborolan-2-yl)phenyl)-1,1-dioxidothiomorpholino)prop-2-en-1-one ClC=1C=C(C=C(C1)B1OC(C(O1)(C)C)(C)C)C1CS(CCN1C(C=C)=O)(=O)=O